C(C1=CC=CC=C1)(=O)N[C@@H](CC1=CC=CC=C1)C(=O)NC1=C(C=CC=C1)C Nα-benzoyl-N-(2-methylphenyl)-L-phenylalaninamide